N-[2-(diethylamino)ethyl]-2-methoxy-4-(propionylamino)benzamide C(C)N(CCNC(C1=C(C=C(C=C1)NC(CC)=O)OC)=O)CC